NC1=NN2C(C(=CC(=C2)Br)C(=O)N[C@@H](C)CC)=N1 2-amino-6-bromo-N-[(2S)-butan-2-yl][1,2,4]triazolo[1,5-a]pyridine-8-carboxamide